CC1=NC=CC(=C1C)N1C(NC2=C1C=CC=C2)=O 1-(2,3-dimethylpyridin-4-yl)-1H-benzo[d]imidazol-2(3H)-one